CC=1C=C(N=NC1C1=CC=C(C=C1)C(F)(F)F)N[C@H]1CN(CCC1)C(=O)OC(C)(C)C tert-butyl (3R)-3-[[5-methyl-6-[4-(trifluoromethyl)phenyl]pyridazin-3-yl]-amino]piperidine-1-carboxylate